3-(5,5-Dimethyl-1,3-dioxan-2-yl)-5-fluoro-N-(6-(5-fluoro-3,3-dimethylindolin-1-yl)pyridin-3-yl)-4-hydroxybenzamide CC1(COC(OC1)C=1C=C(C(=O)NC=2C=NC(=CC2)N2CC(C3=CC(=CC=C23)F)(C)C)C=C(C1O)F)C